((S)-(pentafluorophenoxy)-phenoxyphosphoryl)-L-alanine isopropyl ester C(C)(C)OC([C@@H](N[P@](=O)(OC1=CC=CC=C1)OC1=C(C(=C(C(=C1F)F)F)F)F)C)=O